CC1=CC=2N(C(=C1)C(O)C1=CC=C(C=C1)OC(F)(F)F)N=CN2 (7-methyl-[1,2,4]triazolo[1,5-a]pyridin-5-yl)-[4-(trifluoromethoxy)phenyl]methanol